C1=C(C=CC2=CC(=CC=C12)C(=O)[O-])C(=O)[O-] Naphthalene-2,6-dicarboxylate